Cl.N[C@H](C#N)C (2S)-2-aminopropanenitrile hydrochloride